C(C(=O)OCCC(C=C(CC(C)C)CC(C)C)C)(=O)OCC ethyl (5-isobutyl-3,7-dimethyloct-4-en-1-yl) oxalate